CN1CCN(CC1)CCNC(C[C@H]1C(NC(S1)=NN=CC1=C(C(=C(C=C1)O)O)O)=O)=O (s)-N-(2-(4-methylpiperazin-1-yl)ethyl)-2-(4-oxo-2-((2,3,4-trihydroxybenzylidene)hydrazono)thiazolidin-5-yl)acetamide